pinacol 2,5-difluorophenylboronate FC1=C(C=C(C=C1)F)B(O)O.OC(C)(C)C(C)(C)O